1,4-bis[2-(dimethoxymethylsilyl)ethyl]benzene methyl-4-bromo-3-((2,2-dimethoxyethyl)carbamoyl)benzoate COC(C1=CC(=C(C=C1)Br)C(NCC(OC)OC)=O)=O.COC(OC)[SiH2]CCC1=CC=C(C=C1)CC[SiH2]C(OC)OC